C(C)(C)(C)[Si](C1=CC=CC=C1)(C1=CC=CC=C1)OCCC(C#CC)C tert-butyl-(3-methylhex-4-ynoxy)-diphenyl-silane